C(C)(C)(C)OC(=O)C([C@@H]1CC[C@H](CC1)C(=O)N)N trans-4-(tert-butoxycarbonyl-amino-methyl)-cyclohexanecarboxylic acid amide